OC1=C(C(=CC(=C1)O)OCC1=NC=CC=N1)C(=O)N1CCCC1 (2,4-dihydroxy-6-(pyrimidin-2-ylmethoxy)phenyl)(pyrrolidin-1-yl)methanone